methacrylic acid-3-trimethoxysilylpropyl ester CO[Si](CCCOC(C(=C)C)=O)(OC)OC